O-(tert-butyl)-D-serine C(C)(C)(C)OC[C@@H](N)C(=O)O